CC=1C=C(C=CC1C)C=C(C=O)C 3-(3,4-dimethylphenyl)-2-methylpropenal